C(C)(C)(C)OC(=O)NC(C(=O)OC)CCC(=O)C1=CC=C(C=C1)OC Methyl 2-((tert-butoxycarbonyl)amino)-5-(4-methoxyphenyl)5-oxopentanoate